2-(6-(methoxymethyl)-5,6-dihydro-4H-pyrrolo[1,2-b]pyrazol-3-yl)pyrimidine COCC1CCC=2N1N=CC2C2=NC=CC=N2